C(C)(C)(C)OC(=O)NC1=CN(C2=CC=C(C=C12)OCCC1=CC=C(C=C1)C(F)(F)F)C(=O)OC(C)(C)C tert-butyl 3-{[(tert-butoxy)carbonyl]amino}-5-{2-[4-(trifluoromethyl)phenyl]ethoxy}-1H-indole-1-carboxylate